(R)-(7-(4-(5-(tert-butylsulfonyl)-2-oxa-5-azaspiro[3.4]octan-7-yl)-7-chloro-3,4-dihydro-2H-benzo[b][1,4]oxazin-5-yl)thieno[3,2-b]pyridin-2-yl)methanol C(C)(C)(C)S(=O)(=O)N1C2(COC2)C[C@H](C1)N1C2=C(OCC1)C=C(C=C2C2=C1C(=NC=C2)C=C(S1)CO)Cl